(2,4-difluorobenzyl)-3-((5-(3-fluorophenyl)pyrimidin-2-yl)amino)benzamide FC1=C(CC2=C(C(=O)N)C=CC=C2NC2=NC=C(C=N2)C2=CC(=CC=C2)F)C=CC(=C1)F